C(C1=CC=CC=C1)OC(=O)N1CCN(CC1)S(=O)(=O)C1=CC=C(C=C1)N1C(C[C@H](C1)NCC1=CC(=C(C=C1)OC)OC)=O 4-[4-[(4R)-4-[(3,4-Dimethoxyphenyl)methyl-amino]-2-oxo-pyrrolidin-1-yl]phenyl]sulfonylpiperazine-1-carboxylic acid benzyl ester